C=CCCCCC(C)C Isononen